C1(CCCCC1)C(C(=O)N)(CCCC(=O)N)C1CCCCC1 dicyclohexylhexanediamide